(Z)-1-(2-Ethyl-4-(1-(4-(trifluoromethoxy)phenyl)-1H-1,2,4-triazol-3-yl)phenyl)-3-(3-(2-isopropyl-5-(methylamino)phenyl)-4-oxothiazolidin-2-ylidene)urea C(C)C1=C(C=CC(=C1)C1=NN(C=N1)C1=CC=C(C=C1)OC(F)(F)F)NC(=O)\N=C\1/SCC(N1C1=C(C=CC(=C1)NC)C(C)C)=O